C(CCCCCC)NC(CCCCCCCCCCCCCCCCCCC)=O eicosanoic acid N-heptyl amide